Cl.Cl.ClC1=NNC2=NC=C(C=C21)CNC([C@H](C)NC(=O)[C@@H]2NC[C@H](C2)C2=CC=CC=C2)=O (2R,4R)-N-((S)-1-(((3-chloro-1H-pyrazolo[3,4-b]pyridin-5-yl)methyl)amino)-1-oxopropan-2-yl)-4-phenylpyrrolidine-2-carboxamide dihydrochloride